7-(6-(1-(2,2-difluoro-1-(4-fluorophenyl)propyl)-3-methyl-1H-pyrazol-4-yl)pyrazin-2-yl)-6-fluoro-[1,2,4]triazolo[1,5-a]pyridin-2-amine FC(C(C1=CC=C(C=C1)F)N1N=C(C(=C1)C1=CN=CC(=N1)C1=CC=2N(C=C1F)N=C(N2)N)C)(C)F